4-((5-chloropyridin-2-yl)oxy)-3-methylaniline ClC=1C=CC(=NC1)OC1=C(C=C(N)C=C1)C